O1[C@@H]2[C@H](NCC1)CN(CC2)C(=O)OCC2=CC=CC=C2 |r| benzyl rac-(4aR,8aS)-2,3,4,4a,5,7,8,8a-octahydropyrido[4,3-b][1,4]oxazine-6-carboxylate